tert-butyl 3-[4-[4-[4-[(2,6-dioxo-3-piperidyl)amino]phenyl]-1-piperidyl]-1-piperidyl]propanoate O=C1NC(CCC1NC1=CC=C(C=C1)C1CCN(CC1)C1CCN(CC1)CCC(=O)OC(C)(C)C)=O